CC1=NNC=2C=CC=NC21 methyl-pyrazolopyridine